C(C)NC=1C2=C(N=C(N1)NC1=CC=C(C=3CCOC31)C(=O)N3C[C@H](CC3)N3CCOCC3)NC=C2C(F)(F)F (S)-(7-((4-(ethylamino)-5-(trifluoromethyl)-7H-pyrrolo[2,3-d]pyrimidin-2-yl)amino)-2,3-dihydrobenzo-furan-4-yl)(3-morpholino-pyrrolidin-1-yl)methanone